P(=O)([O-])([O-])[O-].[PH4+].[PH4+].[PH4+] phosphonium phosphate salt